ClC1=CC=C2C(=CC=NC2=C1)NCCN(C)CCNC1=CC=NC2=CC(=CC=C12)Cl N'-(7-Chloroquinolin-4-yl)-N-[2-[(7-chloroquinolin-4-yl)amino]ethyl]-N-methylethane-1,2-diamine